3-methoxy-5-(quinolin-4-yloxy)benzoic acid COC=1C=C(C(=O)O)C=C(C1)OC1=CC=NC2=CC=CC=C12